3-[1-[(4-methoxyphenyl)methyl]benzimidazol-4-yl]pyridin-2-amine COC1=CC=C(C=C1)CN1C=NC2=C1C=CC=C2C=2C(=NC=CC2)N